(S)-5-(5-fluoro-6-((1-(5-(5-fluoropyridin-3-yl)-4,5-dihydro-1H-pyrazole-1-carbonyl)azetidin-3-yl)oxy)pyridin-2-yl)-1-methyl-1H-pyrazole-4-carbonitrile FC=1C=CC(=NC1OC1CN(C1)C(=O)N1N=CC[C@H]1C=1C=NC=C(C1)F)C1=C(C=NN1C)C#N